C(C=C)(=O)OCC[Si](OCC)(OCC)C acryloyloxyethylmethyldiethoxysilane